8-chloro-4-((3-chloro-4-fluorophenyl)amino)-6-(((1-(1-ethylpiperidin-4-yl)-1H-1,2,3-triazol-4-yl)(pyridin-3-yl)methyl)amino)quinoline-3-carbonitrile ClC=1C=C(C=C2C(=C(C=NC12)C#N)NC1=CC(=C(C=C1)F)Cl)NC(C=1C=NC=CC1)C=1N=NN(C1)C1CCN(CC1)CC